N-methyl-2,3-dibromoaniline CNC1=C(C(=CC=C1)Br)Br